(1R,2R)-2-(methoxycarbonyl)cyclopropane-1-carboxylic acid COC(=O)[C@H]1[C@@H](C1)C(=O)O